1-({3,4-difluoro-2-[(2-fluoro-4-iodophenyl)amino]phenyl}carbonyl)-3-ethylazetidin-3-ol FC=1C(=C(C=CC1F)C(=O)N1CC(C1)(O)CC)NC1=C(C=C(C=C1)I)F